4-O-alpha-D-glucopyranosyl-sorbitol [C@H]1([C@H](O)[C@@H](O)[C@H](O)[C@H](O1)CO)O[C@@H]([C@@H]([C@H](CO)O)O)[C@H](O)CO